CC(C(=O)OCCOC[C@@H]1[C@H]([C@@H]([C@H]([C@@H](O[C@@H]2[C@H](O)[C@@H](O)[C@H](O)[C@H](O2)CO)O1)O)O)O)=C α-D-glucopyranosyl 6-O-[2-[(2-methyl-1-oxo-2-propen-1-yl)oxy]ethyl]-α-D-glucopyranoside